CN1C=NC(=C1)CNC(NC1=CC=C(C(=O)OCC)C=C1)=O Ethyl 4-(3-((1-methyl-1H-imidazol-4-yl)methyl)ureido)benzoate